O1OOPC=C1 trioxaphosphin